(S)-5-(5-methyl-3,4,5,6-tetrahydropyridin-2-yl)-2-(3-(1-methylazetidin-3-yl)cyclobutyl)benzo[d]thiazole C[C@H]1CCC(=NC1)C=1C=CC2=C(N=C(S2)C2CC(C2)C2CN(C2)C)C1